methyl 2-(5-bromo-1-isopropyl-1H-indazole-3-carboxamido)benzoate BrC=1C=C2C(=NN(C2=CC1)C(C)C)C(=O)NC1=C(C(=O)OC)C=CC=C1